O1C(=NC=C1)CC=1C=CC(=NC1)N 5-(oxazol-2-ylmethyl)pyridin-2-amine